C(C)N1N=C2C(=NN(C(C2=C1)=O)CC(=O)NC1=NC=NC=C1F)C(C)C (2-ethyl-7-isopropyl-4-oxo-pyrazolo[3,4-d]pyridazin-5-yl)-N-(5-fluoropyrimidin-4-yl)acetamide